[C@@H]12NCC[C@H]2N(C1)C=1SN=C2C1C=NC(=C2F)C2=CC=CC1=CC=CC(=C21)C#C 3-((1R,5R)-2,6-diazabicyclo[3.2.0]heptan-6-yl)-6-(8-ethynylnaphthalen-1-yl)-7-fluoroisothiazolo[4,3-c]pyridine